N1N=NC=C1C1[C@H]2CN(C[C@@H]12)C(=O)OC(C)(C)C tert-Butyl (1R,5S,6r)-6-(1H-1,2,3-triazol-5-yl)-3-azabicyclo[3.1.0]hexane-3-carboxylate